Tetrahydrooxepine C1CCOC=CC1